tert-butyl (2S)-2-(1,1-difluoroethyl)-7-hydroxy-2,3-dihydropyrido[2,3-f][1,4]oxazepine-4(5H)-carboxylate FC(C)(F)[C@H]1OC2=C(CN(C1)C(=O)OC(C)(C)C)N=C(C=C2)O